3-(7-Methyl-1H-indazol-5-yl)-2-{[4-(2-oxo-1,4-dihydro-2H-quinazolin-3-yl)-piperidine-1-carbonyl]-amino}-propionic acid 1-benzyl-piperidin-4-yl ester C(C1=CC=CC=C1)N1CCC(CC1)OC(C(CC=1C=C2C=NNC2=C(C1)C)NC(=O)N1CCC(CC1)N1C(NC2=CC=CC=C2C1)=O)=O